tri(di-tert-butylphenyl) phosphite P(OC1=C(C(=CC=C1)C(C)(C)C)C(C)(C)C)(OC1=C(C(=CC=C1)C(C)(C)C)C(C)(C)C)OC1=C(C(=CC=C1)C(C)(C)C)C(C)(C)C